C(C1=CC=CC=C1)SC1=CC2=C(N=C(N=C2Cl)C)C=N1 6-(benzylthio)-4-chloro-2-methylpyrido[3,4-d]pyrimidine